6'-(4-(1-methyl-1H-pyrazol-4-yl)-1H-pyrrolo[2,3-b]pyridin-3-yl)spiro[cyclohexane-1,1'-isoindolin]-3'-one CN1N=CC(=C1)C1=C2C(=NC=C1)NC=C2C2=CC=C1C(NC3(C1=C2)CCCCC3)=O